[N+](=O)([O-])Br mononitro bromide